BrC=1C=C2C(=NNC2=CC1)C(=O)NCC1COCC1 5-Bromo-N-((tetrahydrofuran-3-yl)methyl)-1H-indazole-3-carboxamide